FC1=CC(=CC2=CN(N=C12)C)C=1C=CC2=CN(N=C2C1)C1CCN(CC1)C(=O)OC(C)(C)C tert-butyl 4-[6-(7-fluoro-2-methyl-indazol-5-yl)indazol-2-yl]piperidine-1-carboxylate